2-[5,6-difluoro-1-(oxan-2-yl)indazol-3-yl]-1,5-naphthyridine FC=1C=C2C(=NN(C2=CC1F)C1OCCCC1)C1=NC2=CC=CN=C2C=C1